C(C)(C)C=1C=NN2C1N=C(N=C2NC2CCN(CC2)C(=O)OCC2(CN(C2)C(=O)OC(C)(C)C)F)N[C@H](COC)C (S)-(1-(tert-butoxycarbonyl)-3-fluoroazetidin-3-yl)methyl 4-((8-isopropyl-2-((1-methoxypropan-2-yl)amino)pyrazolo[1,5-a][1,3,5]triazin-4-yl)amino)piperidine-1-carboxylate